CC(CN1C(O[C@]2(C1)C[C@H](CCC2)CN2C=NC1=C2C=C(C=C1)C#N)=O)(C)C1=NC(=NO1)COC 1-{[(5S,7S)-3-(2-methyl-2-{3-[(methyloxy)methyl]-1,2,4-oxadiazol-5-yl}propyl)-2-oxo-1-oxa-3-azaspiro[4.5]dec-7-yl]methyl}-1H-benzimidazole-6-carbonitrile